8-bromo-6-methyl-2-(1-methylpyrazol-4-yl)pyrido[4,3-d]pyrimidin-5-one BrC1=CN(C(C2=C1N=C(N=C2)C=2C=NN(C2)C)=O)C